CC1=C(CNC2=CC=CC=3N=NN(C(C32)=O)C3C(NC(CC3)=O)=O)C=CC(=C1)CN1CC(C1)N1CCOCC1 3-(5-((2-methyl-4-((3-morpholinoazetidin-1-yl)methyl)benzyl)amino)-4-oxobenzo[d][1,2,3]triazin-3(4H)-yl)piperidine-2,6-dione